1-(3-benzyloxy-4-bromo-phenyl)hexahydropyrimidine-2,4-dione C(C1=CC=CC=C1)OC=1C=C(C=CC1Br)N1C(NC(CC1)=O)=O